FC(C1=NC(=NO1)C1=CC=C(C=C1)C(CS(=O)C1=CC=C(C=C1)C(F)(F)F)=O)(F)F 1-(4-(5-(trifluoromethyl)-1,2,4-oxadiazol-3-yl)phenyl)-2-((4-(trifluoromethyl)phenyl)sulfinyl)ethan-1-one